COC=1C(=C(C=CC1)C1=C(C(=CC=C1)C=1C=C2CCNCC2=CC1)C)C 6-(3'-methoxy-2,2'-dimethyl-[1,1'-biphenyl]-3-yl)-1,2,3,4-tetrahydroisoquinoline